6-(4-(2-fluoro-5-((4-oxo-7-(trifluoromethoxy)-3,4-dihydrophthalazin-1-yl)methyl)benzoyl)piperazin-1-yl)nicotinonitrile FC1=C(C(=O)N2CCN(CC2)C2=NC=C(C#N)C=C2)C=C(C=C1)CC1=NNC(C2=CC=C(C=C12)OC(F)(F)F)=O